ethyl 3-(trifluoromethyl)-2-pyrazinecarboxylate FC(C=1C(=NC=CN1)C(=O)OCC)(F)F